COC=C1CCC2(C1)CCN(CC2)C(=O)OC(C)(C)C tert-butyl 3-(methoxymethylene)-8-azaspiro[4.5]decane-8-carboxylate